8-bromo-3-((1r,3r)-3-((tert-butyldimethylsilyl)oxy)cyclobutyl)-2-(isoindolin-2-yl)-6-methylquinazolin-4(3H)-one BrC=1C=C(C=C2C(N(C(=NC12)N1CC2=CC=CC=C2C1)C1CC(C1)O[Si](C)(C)C(C)(C)C)=O)C